CC1=NN(C(C(=C1)C)=O)C(=O)[O-] 3,5-dimethyl-6-oxopyridazine-1(6H)-carboxylate